tert-butyl ((6-(difluoromethyl)-5-((2-(2,2,2-trifluoroacetyl)-2-azaspiro[3.3]heptan-6-yl)oxy)pyridin-2-yl)methyl)carbamate FC(C1=C(C=CC(=N1)CNC(OC(C)(C)C)=O)OC1CC2(CN(C2)C(C(F)(F)F)=O)C1)F